((1r,3r)-3-(8-(3-fluorophenyl)-7-(3-methoxy-1-methyl-1H-pyrazol-4-yl)-3-methyl-2-oxo-3,6-dihydroimidazo[4,5-d]pyrrolo[2,3-b]pyridin-1(2H)-yl)cyclopentyl)carbamic acid methyl ester COC(N[C@H]1C[C@@H](CC1)N1C(N(C=2C1=C1C(=NC2)NC(=C1C1=CC(=CC=C1)F)C=1C(=NN(C1)C)OC)C)=O)=O